1-methylpentene CC=CCCC